C[NH+](CC)C N,N-dimethylethan-1-aminium